3-[[4-(2,6-Dimethylphenyl)-6-[(2R)-2-[(6-isopropylfuro[2,3-b]pyrazin-2-yl)methylamino]-3-tetrahydropyran-4-yl-propoxy]pyrimidin-2-yl]sulfamoyl]benzoic acid CC1=C(C(=CC=C1)C)C1=NC(=NC(=C1)OC[C@@H](CC1CCOCC1)NCC=1N=C2C(=NC1)OC(=C2)C(C)C)NS(=O)(=O)C=2C=C(C(=O)O)C=CC2